NC1=C2C(=C3C(=N1)C=C(N3)C(=O)N(CC3=NC=C(C=C3F)C3CC3)[C@H](C)CC)COC2 (R)-5-amino-N-(sec-butyl)-N-((5-cyclopropyl-3-fluoropyridin-2-yl)methyl)-6,8-dihydro-1H-furo[3,4-d]pyrrolo[3,2-b]pyridine-2-carboxamide